FC1=NNC=C1C=1C=CC(=C(C1)O)C1=CC2=C(N=N1)N=C(S2)N(C2CN(CC2)C)C 5-(3-fluoro-1H-pyrazol-4-yl)-2-{6-[methyl-(1-methylpyrrolidin-3-yl)amino][1,3]thiazolo[4,5-c]pyridazin-3-yl}phenol